N,N-diethyl-2-(methylthio)benzamide C(C)N(C(C1=C(C=CC=C1)SC)=O)CC